C(C)OC1=C(C=CC=C1)S(=O)(=O)Cl ethoxybenzene-1-sulfonyl chloride